2-[1-(2-chlorophenyl)-1H-pyrazol-4-yl]-N-propyl-N-[(3R)-pyrrolidin-3-yl]-1,3-thiazole-4-carboxamide ClC1=C(C=CC=C1)N1N=CC(=C1)C=1SC=C(N1)C(=O)N([C@H]1CNCC1)CCC